COC1=CC2=C(C=C1)N(C(=O)C(O2)O)O The molecule is a lactol that is DIBOA in which the hydrogen at position 7 is replaced by a methoxy group. It has been isolated from the maize plants. It has a role as a plant metabolite and an allelochemical. It is a lactol, a benzoxazine, an aromatic ether and a cyclic hydroxamic acid. It derives from a DIBOA.